3-(1-(3,4-dichlorophenyl)pyrrolidin-3-yl)-2-fluoro-N-(methylsulfonyl)benzamide ClC=1C=C(C=CC1Cl)N1CC(CC1)C=1C(=C(C(=O)NS(=O)(=O)C)C=CC1)F